2-(2,5-difluorophenyl)-N-((2S)-5-hydroxy-1-oxo-1-(((2S)-6,6,6-trifluoro-1-hydroxyl-(thiazol-2-yl)hexan-2-yl)amino)hexan-2-yl)oxazole-5-carboxamide FC1=C(C=C(C=C1)F)C=1OC(=CN1)C(=O)N[C@H](C(N[C@H](C(O)C=1SC=CN1)CCCC(F)(F)F)=O)CCC(C)O